O1CCN(CC1)C1=CC=C(C=N1)N1C(OC(C1)CCS(=O)(=O)N)=O [3-(6-morpholinopyridin-3-yl)-2-oxazolidinone-5-yl]Methyl-methanesulfonamide